1-((2S,5R)-5-((7H-pyrrolo[2,3-d]pyrimidin-4-yl) amino)-2-methylpiperidin-1-yl) propanoate C(CC)(=O)ON1[C@H](CC[C@H](C1)NC=1C2=C(N=CN1)NC=C2)C